C[C@@H]1O[C@@H](CN(C1)C1=CC=CC(=N1)C1=NC2=CC(=NC=C2C=C1)CNC(C1=CC(=C(C=C1)F)S(=O)(=O)C)=O)C N-((2-(6-((cis)-2,6-dimethylmorpholino)pyridin-2-yl)-1,6-naphthyridin-7-yl)methyl)-4-fluoro-3-(methylsulfonyl)benzamide